2-chloro-N-[[1-(3,4-dichlorophenyl)cyclopropyl]methyl]-5-(3-methylphenoxy)pyridine-4-carboxamide ClC1=NC=C(C(=C1)C(=O)NCC1(CC1)C1=CC(=C(C=C1)Cl)Cl)OC1=CC(=CC=C1)C